Butyl (3S)-4-[2-(6,6-dimethyl-4,5,6,7-tetrahydro-1H-indazol-3-yl)-1H-indole-6-carbonyl]-3-methylpiperazine-1-carboxylate CC1(CCC=2C(=NNC2C1)C=1NC2=CC(=CC=C2C1)C(=O)N1[C@H](CN(CC1)C(=O)OCCCC)C)C